1-[7-(1-isopropyl-3-ethyl-1H-indazol-5-yl-methoxy)-2H-chromen-3-ylmethyl]-piperidin C(C)(C)N1N=C(C2=CC(=CC=C12)COC1=CC=C2C=C(COC2=C1)CN1CCCCC1)CC